ethyl-6-benzyloxy-17-nitro-6,15-bis(trifluoromethyl)-19-oxa-3,4,13,18-tetrazatricyclo[12.3.1.12,5]nonadeca-1(18),2,4,9,14,16-hexaene-12-carboxylate C(C)OC(=O)C1CC=CCCC(C2=NN=C(C=3C(=CC(=C(N1)N3)C(F)(F)F)[N+](=O)[O-])O2)(C(F)(F)F)OCC2=CC=CC=C2